CC(C)C(=S)N(C)C N,N,2-trimethylpropanethioamide